CC1(CCN(CC1)C1=C(C=C(C=C1)C(F)(F)F)NC(=O)C=1OC(=CC1)C1=CC=NC=C1)C(=O)N 4-methyl-1-(2-(5-(pyridin-4-yl)furan-2-carboxamido)-4-(trifluoromethyl)phenyl)-piperidine-4-carboxamide